tert-butyl (R)-4-(7-(4-chloropyridin-2-yl)-5-(N-methylformamido)-7H-pyrrolo[2,3-d]pyrimidin-4-yl)-2-methylpiperazine-1-carboxylate ClC1=CC(=NC=C1)N1C=C(C2=C1N=CN=C2N2C[C@H](N(CC2)C(=O)OC(C)(C)C)C)N(C=O)C